2-chloro-4-morpholino-7-(trifluoromethyl)furo[3,2-d]pyrimidine ClC=1N=C(C2=C(N1)C(=CO2)C(F)(F)F)N2CCOCC2